2-ethyl-5-[2-(5-vinyl-2-thienyl)ethyl]thiophene C(C)C=1SC(=CC1)CCC=1SC(=CC1)C=C